[1,7]Naphthyridine-3(4H)-carboxylic acid tert-butyl ester C(C)(C)(C)OC(=O)C1C=NC2=CN=CC=C2C1